C(C)(C)(C)[C@@H]1CC=2C=C3C(=NC2CC1)SC(=N3)C(=O)N[C@H](CC[NH+]3CCC(CC3)O)C3=CC=C(C=C3)C3=CC=C(C=C3)O (7S)-7-tert-butyl-N-[(1R)-1-[4-(4-hydroxyphenyl)phenyl]-3-(4-hydroxypiperidin-1-ium-1-yl)propyl]-5,6,7,8-tetrahydrothiazolo[5,4-b]quinoline-2-carboxamide